6'-methyl-1-(pyridin-3-yl)-2'-(quinolin-3-yl)-5',6'-dihydrospiro[azetidine-3,4'-pyrrolo[1,2-b]pyrazole] CC1CC2(C=3N1N=C(C3)C=3C=NC1=CC=CC=C1C3)CN(C2)C=2C=NC=CC2